dodecynediol vanadium nitrogen [N].[V].C(C#CCCCCCCCCC)(O)O